4-((2,4-dioxo-3-phenyl-7-(trifluoromethyl)-3,4-dihydroquinazolin-1(2H)-yl)methyl)-N-hydroxybenzoamide O=C1N(C2=CC(=CC=C2C(N1C1=CC=CC=C1)=O)C(F)(F)F)CC1=CC=C(C(=O)NO)C=C1